6-[4-(4-butylcyclohexyl)phenyl]pyridin-3-amine C(CCC)C1CCC(CC1)C1=CC=C(C=C1)C1=CC=C(C=N1)N